1-(((1r,3r)-3-(3-chloro-4-cyanophenoxy)-2,2,4,4-tetramethylcyclobutyl)carbamoyl)cyclopropane-1-carboxylic acid ClC=1C=C(OC2C(C(C2(C)C)NC(=O)C2(CC2)C(=O)O)(C)C)C=CC1C#N